tert-butyl 7-(6-cyano-1-(2-isopropyl-4-methylpyridin-3-yl)-7-(2-methoxyphenyl)-2-oxo-1,2-dihydropyrido[2,3-d]pyrimidin-4-yl)-2,7-diazaspiro[3.5]nonane-2-carboxylate C(#N)C1=CC2=C(N(C(N=C2N2CCC3(CN(C3)C(=O)OC(C)(C)C)CC2)=O)C=2C(=NC=CC2C)C(C)C)N=C1C1=C(C=CC=C1)OC